Tetradecyl N-[9-[(2R,4S,5R)-4-[tert-butyl(dimethyl)silyl]oxy-5-[[tert-butyl(dimethyl)silyl]oxymethyl]-5-ethynyl-tetrahydrofuran-2-yl]-2-fluoro-purin-6-yl]carbamate [Si](C)(C)(C(C)(C)C)O[C@H]1C[C@@H](O[C@]1(C#C)CO[Si](C)(C)C(C)(C)C)N1C2=NC(=NC(=C2N=C1)NC(OCCCCCCCCCCCCCC)=O)F